(R)-3-fluoro-N-(6-fluoropyridin-2-yl)-N-(4-methoxybenzyl)-4-methyl-5-((1-(1-phenylethyl)piperidin-4-yl)oxy)pyridine-2-sulfonamide FC=1C(=NC=C(C1C)OC1CCN(CC1)[C@H](C)C1=CC=CC=C1)S(=O)(=O)N(CC1=CC=C(C=C1)OC)C1=NC(=CC=C1)F